(mercaptolauryl)-1,6-dimercaptohexylenediphosphite SCCCCCCCCCCCCOP([O-])([O-])C(CCCCC(P([O-])([O-])[O-])S)S